(1R,3S)-3-(5-amino-1H-pyrazol-3-yl)cyclopentyl(1-methylcyclopropyl)carbamate NC1=CC(=NN1)[C@@H]1C[C@@H](CC1)N(C([O-])=O)C1(CC1)C